2,5-dichloro-3-((1-((2,4-dimethyl-6-oxo-1,6-dihydropyrimidin-5-yl)methyl)-6-oxo-4-(trifluoromethyl)-1,6-dihydropyrimidin-5-yL)oxy)benzonitrile ClC1=C(C#N)C=C(C=C1OC1=C(N=CN(C1=O)CC1=C(N=C(NC1=O)C)C)C(F)(F)F)Cl